FC1=CC=C(C=C1)C1=NN(C=C1C=1C2=C(N=CN1)OC(=C2)C=2C=NC=CC2)C2S(CC2)(=O)=O {3-(4-fluorophenyl)-4-[6-(pyridin-3-yl)furo[2,3-d]pyrimidin-4-yl]-1H-pyrazol-1-yl}-1λ6-thietane-1,1-dione